NC=1C=C(C(=O)NC=2C=C(C=CC2O)S(=O)(=O)C2=CC(=C(C=C2)O)NC(C2=CC(=CC=C2)N)=O)C=CC1 bis[3-(3-aminobenzamido)-4-hydroxyphenyl]sulfone